5-chloro-N-(3-cyanophenyl)-2-(4,4-difluoroazepan-1-yl)-6-(trifluoromethyl)nicotinamide Disodium [Na].[Na].ClC=1C(=NC(=C(C(=O)NC2=CC(=CC=C2)C#N)C1)N1CCC(CCC1)(F)F)C(F)(F)F